5-(cyclopropylethynyl)-2-methylaniline C1(CC1)C#CC=1C=CC(=C(N)C1)C